C(CCCCCCCCCC)OC(C=1C(C(=O)O)=CC=CC1)=O.C1(=CC=CC=C1)NCCC[Si](OC)(OC)OC 3-(Phenylamino)propyltrimethoxysilane monoundecyl-phthalate